C(C1=CC=CC=C1)N(CC1=CC=CC=C1)CC1CN2C(CO1)=NN=C2C(F)(F)F N,N-dibenzyl-1-(3-(trifluoromethyl)-5,6-dihydro-8H-[1,2,4]triazolo[3,4-c][1,4]oxazin-6-yl)methylamine